Cl.ClC1=C2CN(C(C2=CC=C1C1CCNCC1)=O)C1C(NC(CC1)=O)=O 3-(4-chloro-1-oxo-5-(piperidin-4-yl)isoindolin-2-yl)piperidine-2,6-dione HCl salt